N1(N=CC=C1)CC=1C(=NC(=NC1)C(=O)OC)OC Methyl 5-((1H-pyrazol-1-yl)methyl)-4-methoxypyrimidine-2-carboxylate